C1(=CC=CC=C1)O (1E)-phenol